Bromoisobutyloxyethylphosphonic Acid BrC(CP(O)(O)=O)OCC(C)C